C[C@@H](CC(=O)NC1=CC=CC=C1)CCCC=1SC=CC1 (R)-3-methyl-N-phenyl-6-(thiophen-2-yl)hexanamide